tert-butyl (S)-(2-(2-(4-(methylcarbamoyl)phenyl)benzo[d]imidazo[2,1-b]thiazole-7-carboxamido)propyl)carbamate CNC(=O)C1=CC=C(C=C1)C=1N=C2SC3=C(N2C1)C=CC(=C3)C(=O)N[C@H](CNC(OC(C)(C)C)=O)C